FC(C=1N=C(OC1C(=O)N1[C@@H](C2=C(CC1)NC=N2)C=2OC1=C(N2)C=C(C=C1)F)COC)F (S)-(4-(difluoromethyl)-2-(methoxymethyl)oxazol-5-yl)(4-(5-fluorobenzo[d]oxazol-2-yl)-6,7-dihydro-1H-imidazo[4,5-c]pyridin-5(4H)-yl)methanone